(2R,3S,4R,5R)-2-(4-acetamidopyrrolo[2,1-f][1,2,4]triazin-7-yl)-5-(acetoxymethyl)-tetrahydrofuran-3,4-diyl diacetate C(C)(=O)O[C@H]1[C@H](O[C@@H]([C@H]1OC(C)=O)COC(C)=O)C1=CC=C2C(=NC=NN21)NC(C)=O